3,4-dimethyl-2-(2'-aminophenyl)-9H-carbazole CC=1C(=CC=2NC3=CC=CC=C3C2C1C)C1=C(C=CC=C1)N